3-(3,5-difluoro-2,6-dimethoxypyridine-4-yl)-2-oxo-1-phenyl-1,2,3,4-tetrahydropyridine FC=1C(=NC(=C(C1C1C(N(C=CC1)C1=CC=CC=C1)=O)F)OC)OC